4-trifluoromethyl-tetrahydro-2H-pyran-4-carboxylic acid FC(C1(CCOCC1)C(=O)O)(F)F